ClC(C[SiH2]F)Cl dichloroethyl-fluorosilane